7-bromo-2,4-dichloro-6-fluoroquinazoline BrC1=C(C=C2C(=NC(=NC2=C1)Cl)Cl)F